1-(6Z,9Z,12Z,15Z-octadecatetraenoyl)-2-tetradecanoyl-glycero-3-phosphocholine CCCCCCCCCCCCCC(=O)O[C@H](COC(=O)CCCC/C=C\C/C=C\C/C=C\C/C=C\CC)COP(=O)([O-])OCC[N+](C)(C)C